BrC1=CC=CC(=N1)C(CCC)=O 1-(6-bromopyridin-2-yl)butan-1-one